2-pyridyl-2,3,4,6-tetraacetyl-1-thio-α-D-glucopyranose N1=C(C=CC=C1)[C@@]1(S)[C@](O)([C@@](O)([C@](O)([C@H](O1)C(O)C(C)=O)C(C)=O)C(C)=O)C(C)=O